4-(1-(difluoromethyl)-1H-pyrazol-3-yl)-2,6-difluorobenzaldehyde FC(N1N=C(C=C1)C1=CC(=C(C=O)C(=C1)F)F)F